O=C(C(=O)[O-])CCCCC(=O)[O-] ketopimelate